C(#N)C=1C=NN2C1C(=CC(=C2)NCC2COCC2)OS(=O)(=O)C(F)(F)F 3-cyano-6-(((tetrahydrofuran-3-yl)methyl)amino)pyrazolo[1,5-a]Pyridin-4-yl-trifluoromethanesulfonic acid